7-Nitro-3-(4-phenylthiazol-2-yl)-2-(trifluoromethyl)quinazolin-4(3H)-one [N+](=O)([O-])C1=CC=C2C(N(C(=NC2=C1)C(F)(F)F)C=1SC=C(N1)C1=CC=CC=C1)=O